2-methyl-9,12-dioxo-13-{2-[(1-oxopentadecyl) oxy] ethyl}-5-oxa-2,8,13-triazapentadec-10-en-15-yl pentadecanoate C(CCCCCCCCCCCCCC)(=O)OCCN(C(C=CC(NCCOCCN(C)C)=O)=O)CCOC(CCCCCCCCCCCCCC)=O